FC1=CC=C(OC=2N=CC(=NC2)NC([C@@H](C)N2CC(N(CC2)C(=O)C2=CC=[N+](C=C2)[O-])(C)C)=O)C=C1 (R)-4-(4-(1-((5-(4-fluorophenoxy)pyrazin-2-yl)amino)-1-oxopropan-2-yl)-2,2-dimethylpiperazine-1-carbonyl)pyridine 1-oxide